2-(azetidin-1-yl)ethylamine N1(CCC1)CCN